C(C1=CC=CC=C1)N1CCC(CC1)(C)C benzyl-dimethylpiperidine